2-(4-((4-chlorophenyl)diphenylsilyl)phenyl)-4,6-diphenyl-1,3,5-triazine ClC1=CC=C(C=C1)[Si](C1=CC=C(C=C1)C1=NC(=NC(=N1)C1=CC=CC=C1)C1=CC=CC=C1)(C1=CC=CC=C1)C1=CC=CC=C1